C(C)(C)(C)OC(=O)N1[C@H]2CC(C[C@@H]1CC2)N.BrC=2C(=C(N)C(=CC2)[N+](=O)[O-])C(F)(F)F 3-bromo-6-nitro-2-(trifluoromethyl)aniline tert-butyl-(1R,5S)-3-amino-8-azabicyclo[3.2.1]octane-8-carboxylate